(2S)-2-(tert-butoxycarbonylamino)-3-methyl-butyric acid C(C)(C)(C)OC(=O)N[C@H](C(=O)O)C(C)C